C(C1CO1)CC(N(C1=CC=C(O)C=C1)CC1CO1)=O diglycidyl-paracetamol